N-(2-chloro-6-methylphenyl)-2-((6-(((2-(2,6-dioxopiperidin-3-yl)-7-fluoro-1,3-Dioxoisoindoline-5-yl)methyl)amino)-2-methylpyrimidin-4-yl)amino)thiazole-5-carboxamide ClC1=C(C(=CC=C1)C)NC(=O)C1=CN=C(S1)NC1=NC(=NC(=C1)NCC=1C=C2C(N(C(C2=C(C1)F)=O)C1C(NC(CC1)=O)=O)=O)C